cyano-2-cyclopropyl-4-methylbenzoic acid methyl ester COC(C1=C(C(=C(C=C1)C)C#N)C1CC1)=O